(3R,4R,5S)-3-(4-(3-fluorophenyl)-1H-1,2,3-triazol-1-yl)-5-(methylamino)tetrahydro-2H-pyran-4-ol FC=1C=C(C=CC1)C=1N=NN(C1)[C@@H]1COC[C@@H]([C@H]1O)NC